ClC1=CC=C(C(=O)NC(C(=O)SCCC2=CC=CC=C2)CC2=CC(NC3=CC=CC=C23)=O)C=C1 S-Phenethyl 2-(4-chlorobenzoylamino)-3-(2-oxo-1,2-dihydroquinolin-4-yl)thiopropionate